C(CC=C)OC1=NC=NC=C1NC(OC(C)(C)C)=O tert-butyl (4-(but-3-en-1-yloxy)pyrimidin-5-yl)carbamate